1,3-diglycidyl-5,5-dimethylhydantoin C(C1CO1)N1C(=O)N(C(=O)C1(C)C)CC1CO1